OC1=C2C(=CC=3OC=4C=C(C(=C(C4C(C13)=O)CC=C(C)C)OC)O)OC(C=C2)(C)C 5,9-dihydroxy-8-methoxy-2,2-dimethyl-7-(3-methylbut-2-en-1-yl)-2H,6H-pyrano[3,2-b]xanthen-6-one